benzofuran-3-yl(oxo)arsine O1C=C(C2=C1C=CC=C2)[As]=O